C(#N)C=1C=C(C=CC1)C1=NN2C(N=C(C=C2)C(=O)NCC(C)(C)O)=C1C1=CC(=NC(=C1)C(F)(F)F)C 2-(3-cyanophenyl)-N-(2-hydroxy-2-methyl-propyl)-3-[2-methyl-6-(trifluoromethyl)-4-pyridyl]pyrazolo[1,5-a]pyrimidine-5-carboxamide